C(#N)C1=CC(=C(C=C1)C1=CC(=NC(=C1)C1CC1)NC(=O)C=1C(N(C=C(C1)C=O)C1CC1)=O)C=1N(C=CN1)C N-[4-[4-cyano-2-(1-methylimidazol-2-yl)phenyl]-6-cyclopropylpyridin-2-yl]-1-cyclopropyl-5-formyl-2-oxopyridine-3-carboxamide